C(C)(=O)C1=[N+](C2=CC=CC=C2C=C1)C=1SC=CC1 2-acetyl-1-(2-thienyl)quinolinium